C12(CC(C1)C2)N2N=NC(=C2)C(C2=C1C=CC(N(C1=CC=C2)C)=O)O 5-{[1-(Bicyclo[1.1.1]pentan-1-yl)-1H-1,2,3-triazol-4-yl](hydroxy)methyl}-1-methylquinolin-2(1H)-one